C1(CCCC1)[Pd](CCl)(C1=C(C=C(C=C1)OC)OC)C1CCCC1 dicyclopentyl-(2,4-dimethoxyphenyl)chloromethylpalladium